C(C)(=O)N1CC2=CC(=C(C=C2C1)C1=CC(=C(N1C)C)C(=O)N(C)C1=CC=C(C=C1)O)C(=O)N1CC2=CC=CC=C2C[C@H]1C 5-{2-acetyl-6-[(3R)-3-methyl-1,2,3,4-tetrahydroisoquinoline-2-carbonyl]-2,3-dihydro-1H-isoindol-5-yl}-N-(4-hydroxyphenyl)-N,1,2-trimethyl-1H-pyrrole-3-carboxamide